1H-1,2,4-triazol-5-ylthio cyanat N1N=CN=C1SOC#N